ClC1=C(C=C(CC2C(NCC2COC)=O)C=C1F)F 3-(4-Chloro-3,5-difluorobenzyl)-4-(methoxymethyl)pyrrolidin-2-one